5-(1-(2-methoxybenzyl)-5-(methyl-d3)-1H-imidazol-2-yl)-2-(trifluoromethyl)pyridine COC1=C(CN2C(=NC=C2C([2H])([2H])[2H])C=2C=CC(=NC2)C(F)(F)F)C=CC=C1